C(C)(C)(C)[Si](C1=CC=CC=C1)(C1=CC=CC=C1)OCC[C@H](CC=C)C (S)-tert-Butyl((3-methylhex-5-en-1-yl)oxy)diphenylsilane